5'-methyl-4-pentyl-2'-(prop-1-en-2-yl)-3-(pyridin-4-yl)-[1,1'-biphenyl]-2,6-diol CC=1C=CC(=C(C1)C=1C(=C(C(=CC1O)CCCCC)C1=CC=NC=C1)O)C(=C)C